C(C)(C)(C)OC(=O)N1N=C(C2=NC(=C(C=C21)OC)C2=C1CCC(C1=CC=C2)C#N)C=2C=NN(C2)[C@@H]2CN(CC2)C(=O)OC(C)(C)C (1-((S)-1-(tert-Butoxycarbonyl)pyrrolidin-3-yl)-1H-pyrazol-4-yl)-5-(1-cyano-2,3-dihydro-1H-inden-4-yl)-6-methoxy-1H-pyrazolo[4,3-b]pyridine-1-carboxylic acid tert-butyl ester